2-({6-[(1,3-benzothiazol-2-yl)amino]-5-(propan-2-yl)pyridazin-3-yl}amino)-1,3-thiazole-4-carboxylic acid S1C(=NC2=C1C=CC=C2)NC2=C(C=C(N=N2)NC=2SC=C(N2)C(=O)O)C(C)C